tert-butyl (2-(3-(1-(4-(2-methylbenzamido) naphthalene-1-sulfonamido)ethyl) piperidin-1-yl)-2-oxoethyl)carbamate CC1=C(C(=O)NC2=CC=C(C3=CC=CC=C23)S(=O)(=O)NC(C)C2CN(CCC2)C(CNC(OC(C)(C)C)=O)=O)C=CC=C1